C1(=CC=CC=C1)C1=NN(C=C1NCC1=CC=C(C=C1)S(N)(=O)=O)C=1SC=C(N1)C(=O)O 2-(3-phenyl-4-((4-sulfamoylbenzyl)amino)-1H-pyrazol-1-yl)thiazole-4-carboxylic acid